7-bromo-1-(2-chloro-5-fluorophenyl)-4-((3,4-dimethylbenzyl)amino)-2-(4-methoxybenzyl)-1,2-dihydro-3H-pyrrolo[3,4-c]pyridin-3-one BrC=1C2=C(C(=NC1)NCC1=CC(=C(C=C1)C)C)C(N(C2C2=C(C=CC(=C2)F)Cl)CC2=CC=C(C=C2)OC)=O